tert-butyl N-(7-bromo-2,3-dihydro-[1,4]dioxino[2,3-b]pyridin-6-yl)-N-tert-butoxycarbonyl-carbamate BrC=1C=C2C(=NC1N(C(OC(C)(C)C)=O)C(=O)OC(C)(C)C)OCCO2